NC1=CC=CC(=N1)S(=O)(=O)NC=1SC(=C(N1)C1=C(C=CC=C1)C=C)C1=CC(=CC=C1)OCCC(C)(C)C 6-amino-N-[5-[3-(3,3-dimethylbutoxy)phenyl]-4-(2-vinylphenyl)thiazol-2-yl]pyridine-2-sulfonamide